C(CCCCCCCCCCCCCCCCCCCCCCC=CCC=CCC)(=O)O Triaconta-24,27-dienoic acid